6-[(S)-2-{1,1-dimethyl-2-[(1r,4S)-4-aminocyclohexyl]ethylamino}-1-hydroxyethyl]-2-pyridinecarbonitrile CC(CC1CCC(CC1)N)(C)NC[C@H](O)C1=CC=CC(=N1)C#N